(2S,4R)-4-(((6-ethoxy-6-oxohexyl)oxy)methyl)-4-fluoro-1-((4-phenoxybenzoyl)glycyl)pyrrolidine-2-carboxylic acid C(C)OC(CCCCCOC[C@]1(C[C@H](N(C1)C(CNC(C1=CC=C(C=C1)OC1=CC=CC=C1)=O)=O)C(=O)O)F)=O